ClC=1C=C2[C@@H](CN(CC2=C(C1)Cl)C)C1=CC=C(C=C1)S(=O)(=O)NCCOCCOCCOCCNC(C(C(C(=O)NCCOCCOCCOCCNS(=O)(=O)C1=CC=C(C=C1)[C@@H]1CN(CC2=C(C=C(C=C12)Cl)Cl)C)O)O)=O |o1:4,62| N1,N4-bis(2-(2-(2-(2-(4-((S or R)-6,8-dichloro-2-methyl-1,2,3,4-tetrahydroisoquinolin-4-yl)phenylsulfonamido)ethoxy)ethoxy)ethoxy)ethyl)-2,3-dihydroxysuccinamide